CC1(OC2(C(C3OC(OCC3O2)(C)C)O1)CO)C (2,2,5,5-Tetramethyltetrahydro-8aH-[1,3]dioxolo[4',5':4,5]furo[3,2-d][1,3]dioxin-8a-yl)methanol